4-(3-chlorobenzyl)-1H-pyrazole ClC=1C=C(CC=2C=NNC2)C=CC1